CC=1C=C2CN[C@@H](C2=CC1)C(=O)O (S)-5-methylisoindoline-1-carboxylic acid